1-((tert-Butoxycarbonyl)amino)cyclohexane-1-carboxylic acid C(C)(C)(C)OC(=O)NC1(CCCCC1)C(=O)O